N(=C=O)C(C)(C)C1=CC(=CC=C1)C(C)(N=C=O)C 1,3-bis(1-isocyanato-1-methylethyl)benzene